1-{2-[4-(azetidin-1-yl)-2H-1,2,3-triazol-2-yl]acetyl}-4-fluoro-N-{phenyl[5-(propan-2-yl)pyridin-2-yl]methyl}pyrrolidine-2-carboxamide N1(CCC1)C1=NN(N=C1)CC(=O)N1C(CC(C1)F)C(=O)NC(C1=NC=C(C=C1)C(C)C)C1=CC=CC=C1